1-(1Z-eicosenyl)-2-eicosanoyl-glycero-3-phospho-(1'-sn-glycerol) CCCCCCCCCCCCCCCCCCCC(=O)O[C@H](CO/C=C\CCCCCCCCCCCCCCCCCC)COP(=O)(O)OC[C@H](CO)O